C(C)(C)(C)C1C(N(CCN1C1=CC(=C(C=C1)N)NC)C(=O)O)(C(=O)O)C(C)(C)C.C(C)(C)(C)C1=CC=C(C=C1)C(O)C1=CC=C(C=C1)C(C)(C)C di(4-(tert-butyl)phenyl)methanol Ditert-butyl-4-[4-amino-3-(methylamino)phenyl]piperazine-1,2-dicarboxylate